C(C)N(C1=NC(=CC(=C1C(=O)NCC1=CC(=CC=C1)F)C)N1CCOCC1)C 2-(Ethyl-methyl-amino)-N-[(3-fluorophenyl)-methyl]-4-methyl-6-morpholin-4-yl-pyridine-3-carboxylic acid amide